6-fluoro-1-methyl-spiro[indoline-3,3'-isochromane]-1',2-dione FC1=CC=C2C(=C1)N(C(C21OC(C2=CC=CC=C2C1)=O)=O)C